ClC1=CC=C(C(=N1)C(=O)O)N[C@H](C)C1=C2N=C(C(=NC2=CC(=C1)C)C#N)N1C[C@@H](C(CC1)(F)F)CO 6-chloro-3-(((R)-1-(2-cyano-3-((R)-4,4-difluoro-3-(hydroxymethyl)piperidin-1-yl)-7-methylquinoxalin-5-yl)ethyl)amino)picolinic acid